(9Z,12Z)-3-(((3-(diethylamino)propoxy)carbonyl)oxy)-2-(((2-heptylundecanoyl)oxy)methyl)propyloctadeca-9,12-dienoate C(C)N(CCCOC(=O)OCC(COC(CCCCCCC\C=C/C\C=C/CCCCC)=O)COC(C(CCCCCCCCC)CCCCCCC)=O)CC